N[C@H](C(=O)O)CN1CCOCC1 (S)-2-amino-3-morpholinopropionic acid